methyltri(trifluoroacetoxy)silane C[Si](OC(C(F)(F)F)=O)(OC(C(F)(F)F)=O)OC(C(F)(F)F)=O